2-(3-azabicyclo[4.1.0]heptan-3-yl)-4-iodobenzoic acid C12CN(CCC2C1)C1=C(C(=O)O)C=CC(=C1)I